C[C@@H]1N(C[C@H](NC1)C)C=1N=CC2=C(N1)N(C=C2C(F)(F)F)C2=NC=CC(=C2)F ((2S,5R)-2,5-dimethylpiperazin-1-yl)-7-(4-fluoropyridin-2-yl)-5-(trifluoromethyl)-7H-pyrrolo[2,3-d]pyrimidine